1-(3-Fluorophenyl)-N,N-dimethylnaphthalen-2-amine FC=1C=C(C=CC1)C1=C(C=CC2=CC=CC=C12)N(C)C